(S)-1-(isopropylamino)-7-((1-methylpiperidin-3-yl)amino)-2,6-naphthyridine-3-carbonitrile C(C)(C)NC1=NC(=CC2=CN=C(C=C12)N[C@@H]1CN(CCC1)C)C#N